5-(trifluoromethyl)-1H-pyrrole FC(C1=CC=CN1)(F)F